ClC=1C=C(C=CC1F)NC1=NC=CC2=CC(=C(C=C12)NC(CCCCN1CCCCC1)=O)OC N-(1-((3-chloro-4-fluorophenyl)amino)-6-methoxyisoquinolin-7-yl)-5-(piperidin-1-yl)pentanamide